(S)-6-(1-(1-(1-acryloylpiperidine-3-carbonyl)piperidin-4-yl)-1H-pyrazol-4-yl)-4-methoxypyrazolo[1,5-a]pyridine-3-carbonitrile C(C=C)(=O)N1C[C@H](CCC1)C(=O)N1CCC(CC1)N1N=CC(=C1)C=1C=C(C=2N(C1)N=CC2C#N)OC